CC1=C(C=C2CC[C@]3(CN(CC3)C(=O)OC(C)(C)C)NC2=N1)C1CCOCC1 tert-butyl (2S)-7-methyl-6-(oxan-4-yl)-3,4-dihydro-1H-spiro[1,8-naphthyridine-2,3'-pyrrolidine]-1'-carboxylate